thiepinacetic acid S1C(=CC=CC=C1)CC(=O)O